CCCCCCCCCCCCCCCC(=O)N[C@@H](CO)[C@@H](/C=C/CCCCCCCCCC(C)C)O The molecule is an N-acyl-15-methylhexadecasphing-4-enine in which the acyl group has 16 carbons and 0 double bonds. It derives from a 15-methylhexadecasphing-4-enine.